5-(4-cyclopropaneformylpiperazin-1-yl)pyrazole C1(CC1)C(=O)N1CCN(CC1)C1=CC=NN1